CC1=C(C(=CC=C1)C)C=1C=C(C=CC1OC)C1NC(=C([N+]1=O)C(=O)NC1=CC(=CC=C1)C(F)(F)F)C 2-[3-(2,6-dimethylphenyl)-4-methoxy-phenyl]-5-methyl-3-oxo-N-[3-(trifluoromethyl)phenyl]-1H-imidazol-3-ium-4-carboxamide